FC1=CC=C(C=C1)[C@@H]1N(CCC2=CC=CC=C12)C(=O)[C@@]1(OCCC(C1)=NO)C ((S)-1-(4-fluorophenyl)-3,4-dihydroisoquinolin-2(1H)-yl)((R)-4-(hydroxyimino)-2-methyltetrahydro-2H-pyran-2-yl)methanone